C=CC(=O)NCO n-(Hydroxymethyl)Acrylamide